(6S,7S)-7-((N,N-dimethyl-sulfamoyl)amino)-6-((2-fluoro-[1,1'-biphenyl]-3-yl)methyl)-5-azaspiro[2.4]heptane-5-carboxylic acid tert-butyl ester C(C)(C)(C)OC(=O)N1CC2(CC2)[C@@H]([C@@H]1CC=1C(=C(C=CC1)C1=CC=CC=C1)F)NS(N(C)C)(=O)=O